N1N=C(C=C1)C1CN(CCC1)C(=O)OC(C)(C)C tert-butyl 3-(1H-pyrazol-3-yl)piperidine-1-carboxylate